3-(2-((tert-butyldimethylsilyl)oxy)ethyl)-8,9-difluoro-1-(methylamino)-1,3,4,5-tetrahydrobenzo[c][1,7]naphthyridin-6(2H)-one [Si](C)(C)(C(C)(C)C)OCCN1CC(C=2C3=C(C(NC2C1)=O)C=C(C(=C3)F)F)NC